COC1=CC=C(C=C1)CN(S(=O)(=O)C1CN(C1)C1=CC=2C(C=N1)=CN(N2)C2=CC=CC=C2)C N-[(4-methoxyphenyl)methyl]-N-methyl-1-(2-phenylpyrazolo[4,3-c]pyridin-6-yl)azetidine-3-sulfonamide